4-chloro-5-(2-chlorophenyl)-5-hydroxy-6-[(4-methoxyphenyl)methyl]-7-oxo-5H,6H,7H-pyrrolo[3,4-b]pyridine-2-carboxylic acid methyl ester COC(=O)C1=CC(=C2C(=N1)C(N(C2(O)C2=C(C=CC=C2)Cl)CC2=CC=C(C=C2)OC)=O)Cl